C(C)C1=C(N(C=C1C)CC1=CC=C(C=C1)C=C)C 3-ethyl-2,4-dimethyl-1-(4-vinylbenzyl)pyrrole